(3,4-methylenedioxybenzyl)-1-(4-(hydroxycarbamoyl)benzyl)-1H-indole-3-carboxamide C1OC=2C=C(CC=3N(C4=CC=CC=C4C3C(=O)N)CC3=CC=C(C=C3)C(NO)=O)C=CC2O1